(S)-tert-butyl 4-(4-(3'-chloro-5-fluoro-2-hydroxy-4'-(3-methyl-2-oxo-2,3-dihydro-1H-imidazol-1-yl)-[1,1'-biphenyl]-3-yl)pyridin-2-yl)-2-(methoxymethyl)piperazine-1-carboxylate ClC=1C=C(C=CC1N1C(N(C=C1)C)=O)C1=C(C(=CC(=C1)F)C1=CC(=NC=C1)N1C[C@H](N(CC1)C(=O)OC(C)(C)C)COC)O